FC1=CC=C(C=C1)N1CCC(CC1)CN1[C@@H]([C@H]([C@@H]([C@H](C1)O)O)O)C (2R,3R,4R,5S)-1-((1-(4-fluorophenyl)piperidin-4-yl)methyl)-2-methylpiperidine-3,4,5-triol